CC(=CS(=O)(=O)O)CC 2-methyl-butenesulfonic acid